4-(2-fluoro-6-methoxyphenyl)-N-(5-((3-hydroxybicyclo(1.1.1)pentan-1-yl)methoxy)-1,3,4-thiadiazol-2-yl)-6-methylnicotinamide FC1=C(C(=CC=C1)OC)C1=CC(=NC=C1C(=O)NC=1SC(=NN1)OCC12CC(C1)(C2)O)C